2-fluoro-6-(1-(4-methoxypyridin-3-yl)imidazo[1,5-a]Pyridin-3-yl)phenol FC1=C(C(=CC=C1)C1=NC(=C2N1C=CC=C2)C=2C=NC=CC2OC)O